rac-[R*,S*]-methyl 4-amino-1-(tert-butyl)piperidine-3-carboxylate N[C@@H]1[C@@H](CN(CC1)C(C)(C)C)C(=O)OC |r|